FC1=CC(=CC2=C1NC(=N2)C2=CC(=NN2)NC(=O)C=2C=NC(=CC2)N2CCN(CC2)C)OC N-[5-(7-fluoro-5-methoxy-1H-benzimidazol-2-yl)-1H-pyrazol-3-yl]-6-(4-methylpiperazin-1-yl)pyridine-3-carboxamide